methyl-ethyl-6-methyl-2-(2-chloroethoxy)methyl-4-(2-chlorophenyl)-1,4-dihydro-3,5-pyridinedicarboxylic acid CC1(C(=C(N(C(=C1C(=O)O)C)CC)COCCCl)C(=O)O)C1=C(C=CC=C1)Cl